1-hydroxymethylene-4-cinnamyloxy-7,8-didehydro-3,7-dimethoxy-17-methyl-morphinan-6-one OC=C1CC(=C(C=2[C@@]34CC(C(=C[C@H]3[C@@H](CC12)N(CC4)C)OC)=O)OCC=CC4=CC=CC=C4)OC